NC([C@H](C[C@H]1C(NCC1)=O)NC(=O)[C@@H]1[C@H]2C([C@H]2CN1C([C@H](C(C)(C)C)NC(CC1=CC=C(C=C1)C)=O)=O)(C)C)=O (1R,2S,5S)-N-((S)-1-amino-1-oxo-3-((S)-2-oxopyrrolidin-3-yl)propan-2-yl)-3-((S)-3,3-dimethyl-2-(2-(p-tolyl)acetylamino)butyryl)-6,6-dimethyl-3-azabicyclo[3.1.0]hexane-2-carboxamide